tert-Butyl (S)-4-(7-bromo-6-fluoro-8-oxo-8H-pyrido[2,1-f][1,2,4]triazin-4-yl)-3-methylpiperazine-1-carboxylate BrC1=C(C=C2C(=NC=NN2C1=O)N1[C@H](CN(CC1)C(=O)OC(C)(C)C)C)F